FC1CN(C[C@H]1N1C(=NC=2C1=C1C(=NC2)N(C=C1)S(=O)(=O)C1=CC=CC=C1)[C@@H](C)O)C(=O)OC(C)(C)C (4R)-tert-butyl 3-Fluoro-4-(2-((R)-1-hydroxyethyl)-6-(benzenesulfonyl)imidazo[4,5-d]pyrrolo[2,3-b]pyridine-1(6H)-yl)pyrrolidine-1-carboxylate